C(C)(C)(C)OC(=O)N1C(CC(CC1)=O)=O.C(C1=CC=CC=C1)OC1=NC(=CC=C1N1CCCC2=C(C=CC=C12)N1CCC(CC1)=O)OCC1=CC=CC=C1 1-[1-(2,6-dibenzyloxy-3-pyridinyl)-3,4-dihydro-2H-quinolin-5-yl]piperidin-4-one Tert-butyl-2,4-dioxopiperidine-1-carboxylate